7-(1-ethylcyclobutyl)-2-(((3S,4R)-3-hydroxytetrahydro-2H-pyran-4-yl)amino)-5-methylpyrrolo[2,1-f][1,2,4]triazine-6-carbonitrile C(C)C1(CCC1)C1=C(C(=C2C=NC(=NN21)N[C@H]2[C@@H](COCC2)O)C)C#N